C(#N)CNC(C1=CC=C(C=C1)C1=NC(=NC=C1)NC1=CC(=CC=C1)N1CCOCC1)=O N-(cyanomethyl)-4-(2-(3-morpholinophenyl-amino)pyrimidin-4-yl)benzamide